[Zn].C(CCCCCCCCCCC)OS(=O)(=O)C1=CC=CC=C1.[Na] sodium dodecylbenzenesulfonate Zinc